CN(C=1C=NC=C(C(=O)NCC2=CC=C3C=C(NC3=C2)CN2CCC(CC2)(C)C)C1)C 5-(dimethylamino)-N-((2-((4,4-dimethylpiperidine-1-yl)methyl)-1H-indole-6-yl)methyl)nicotinamide